ClC=1C=C(C(=NC1C12CC(C1)(C2)C)C)C=2NC=1C=CN=C(C1C(C2)=O)C(=O)N 2-[5-chloro-2-methyl-6-(3-methyl-1-bicyclo[1.1.1]pentanyl)-3-pyridyl]-4-oxo-1H-1,6-naphthyridine-5-carboxamide